NC1=NC=NN2C1=C(C(=N2)C2=CC=C(C=C2)NC(C(=C)F)=O)C2=CC(=C(C=C2)OC2=NC=CC(=N2)C2CC2)F N-(4-(4-amino-5-(4-((4-cyclopropylpyrimidin-2-yl)oxy)-3-fluorophenyl)pyrazolo[5,1-f][1,2,4]triazin-6-yl)phenyl)-2-fluoroacrylamide